7-([1,1'-Biphenyl]-4-yl)-1-(2-morpholinoethyl)-3,4-dihydroquinolin-2(1H)-one C1(=CC=C(C=C1)C1=CC=C2CCC(N(C2=C1)CCN1CCOCC1)=O)C1=CC=CC=C1